tert-Butyl (2S,3S)-3-(4-(ethyl-d5)piperazin-1-yl)-2-methylpyrrolidine-1-carboxylate C(C([2H])([2H])[2H])(N1CCN(CC1)[C@@H]1[C@@H](N(CC1)C(=O)OC(C)(C)C)C)([2H])[2H]